imino(2-(1-(7-methoxy-1,6-naphthyridin-4-yl)piperidin-4-yl)ethyl)(methyl)-λ6-sulfanone N=S(=O)(C)CCC1CCN(CC1)C1=CC=NC2=CC(=NC=C12)OC